OC(C)(C)C1=CC(=NC(=C1)C(F)(F)F)C(=O)NC1=CC(=CC=C1)[C@@H](CC1=NN=CN1C)C 4-(2-hydroxypropan-2-yl)-N-[3-[(2R)-1-(4-methyl-4H-1,2,4-triazol-3-yl)propan-2-yl]phenyl]-6-(trifluoromethyl)pyridine-2-carboxamide